5-bromo-3-(2-(3-(4-methoxyphenyl)-4-oxothiazolidine-2-ylidene)hydrazono)-1H-indol-2-one BrC=1C=C2C(C(NC2=CC1)=O)=NN=C1SCC(N1C1=CC=C(C=C1)OC)=O